(S)-4-(6-(3-((2-((S)-3-carboxybutanoyl)-4-fluoro-6-methoxybenzo[b]thiophen-5-yl)oxy)propoxy)-5-methoxybenzo[b]thiophen-2-yl)-2-methyl-4-oxobutanoic acid C(=O)(O)[C@H](CC(=O)C1=CC2=C(S1)C=C(C(=C2F)OCCCOC=2C(=CC1=C(SC(=C1)C(C[C@@H](C(=O)O)C)=O)C2)OC)OC)C